8-((3R,4S)-3-ethyl-4-((5-isopropoxypyridin-2-yl)oxy)piperidin-1-yl)-5-methyl-6-oxo-5,6-dihydro-1,5-naphthyridine-2-carbonitrile C(C)[C@@H]1CN(CC[C@@H]1OC1=NC=C(C=C1)OC(C)C)C1=CC(N(C=2C=CC(=NC12)C#N)C)=O